OC=1C=C(C=NC1)C1=C(C=CC=C1)CN1CCN(CC1)C1=CC=C(C(=O)N)C=C1 4-[4-[[2-(5-Hydroxypyridine-3-yl)phenyl]methyl]piperazine-1-yl]benzamide